ClC=1C=C(C=CC1F)C(C=1NC(=CN1)S(=O)(=O)NCC(=O)O)C1=CC(=C(C=C1)F)Cl ((2-(bis(3-chloro-4-fluorophenyl)methyl)-1H-imidazol-5-yl)sulfonyl)glycine